C(=O)(OCC1=CC=CC=C1)N[C@@H](CC(C)C)C(=O)N[C@@H](CC(C)C)C(=O)N[C@@H](CCC)C=O Carbobenzoxy-L-leucyl-L-leucyl-L-norvalinal